FC(C(=O)O)(F)F.C1(CC1)N1[C@H](CN(CC1)C1=C2C(=NC=C1)N(CC2)C(=O)NC=2C(=CC=1N(C2)C=C(N1)C)F)C (S)-4-(4-cyclopropyl-3-methylpiperazin-1-yl)-N-(7-fluoro-2-methylimidazo[1,2-a]pyridin-6-yl)-2,3-dihydro-1H-pyrrolo[2,3-b]pyridine-1-carboxamide 2,2,2-trifluoroacetate